1-(2-pyridyl)-N-[(3S)-5-methyl-4-oxo-2,3-dihydro-1,5-benzoxazepin-3-yl]pyrazolo[3,4-d]pyrimidine-6-carboxamide N1=C(C=CC=C1)N1N=CC=2C1=NC(=NC2)C(=O)N[C@H]2COC1=C(N(C2=O)C)C=CC=C1